C(#C)C=1C(=CC=C2C=C(C=C(C12)C1=C(C=2N=C(N=C(C2C=N1)N1C[C@@](CCC1)(O)C)OCC1(CC1)CN1CCCC1)F)OCOC)F (R)-1-(7-(8-ethynyl-7-fluoro-3-(methoxymethoxy)naphthalen-1-yl)-8-fluoro-2-((1-(pyrrolidin-1-ylmethyl)cyclopropyl)methoxy)pyrido[4,3-d]pyrimidin-4-yl)-3-methylpiperidin-3-ol